2-(benzyloxy)-5-bromophenyl formate C(=O)OC1=C(C=CC(=C1)Br)OCC1=CC=CC=C1